The molecule is a member of the class of bryostatins that is (17E)-2-oxooxacyclohexacos-17-ene which is substituted by hydroxy groups at positions 4, 10, and 20; an acetoxy group at position 8; methyl groups at positions 9, 9, 18, and 19; 2-methoxy-2-oxoethylidene groups at positions 14 and 24; an (E,E)-octa-2,4-dienoyloxy group at position 21; and with oxygen bridges linking positions 6 to 10, 12 to 16, and 20 to 24. It is one of the most abundant member of the class of bryostatins. It has a role as a marine metabolite, a protein kinase C agonist, an alpha-secretase activator, an antineoplastic agent and an anti-HIV-1 agent. It is a member of bryostatins, an acetate ester, a methyl ester, an enoate ester, a cyclic hemiketal, an organic heterotetracyclic compound and a secondary alcohol. CCC/C=C/C=C/C(=O)O[C@H]1/C(=C/C(=O)OC)/C[C@H]2C[C@@H](OC(=O)C[C@@H](C[C@@H]3C[C@@H](C([C@@](O3)(C[C@@H]4C/C(=C/C(=O)OC)/C[C@@H](O4)/C=C/C([C@@]1(O2)O)(C)C)O)(C)C)OC(=O)C)O)[C@@H](C)O